N-((1S)-1-(6-((5-Chloro-4-fluoro-2,3-dihydro-1H-inden-2-yl)amino)pyridin-3-yl)-2,2,2-trifluoroethyl)-N-methylpivalamide ClC=1C(=C2CC(CC2=CC1)NC1=CC=C(C=N1)[C@@H](C(F)(F)F)N(C(C(C)(C)C)=O)C)F